C1(CC1)C1=NC(=CC(=C1)C1=C(C=C(C#N)C=C1)C1=NN=CN1C)N1C(C2=CC(=CC=C2C1)CNCC1(CCCC1)O)=O 4-{2-Cyclopropyl-6-[6-({[(1-hydroxycyclopentyl)methyl]amino}methyl)-1-oxo-3H-isoindol-2-yl]pyridin-4-yl}-3-(4-methyl-1,2,4-triazol-3-yl)benzonitrile